C1(CC(CCCCCCC)O1)=O gamma-decanolactone